FC1=C2OC=3C=C(C=CC3C(C2=CC=C1)=O)N1CC(CC1)O 5-fluoro-3-(3-hydroxypyrrolidin-1-yl)xanthen-9-one